N-(3-((8-isopropyl-2-(Methylthio)pyrazolo[1,5-a][1,3,5]triazin-4-yl)amino)phenyl)acrylamide C(C)(C)C=1C=NN2C1N=C(N=C2NC=2C=C(C=CC2)NC(C=C)=O)SC